BrC1C2=CC=CC=C2C(C=2C=CC=CC12)Br 9,10-dibromo-9,10-dihydroanthracene